NC[C@@H](CC1=CC(=CC=C1)OCC(CCC)CCC)O (R)-1-amino-3-(3-(2-propylpentyloxy)phenyl)propan-2-ol